O1CCC(CC1)N1C=NC2=C1C=C(C=C2)C2=NNC(=C2)NC(C2=CC=C(C=C2)NC2CCN(CC2)C)=O N-(3-(1-(tetrahydro-2H-pyran-4-yl)-1H-benzo[d]imidazol-6-yl)-1H-pyrazol-5-yl)-4-((1-methylpiperidin-4-yl)amino)benzamide